N-[2-[6-(5-cyclopropyl-4H-1,2,4-triazol-3-yl)-2-azaspiro[3.3]heptane-2-carbonyl]-2-azaspiro[3.3]heptan-6-yl]-2,2-dimethyl-propane-1-sulfonamide C1(CC1)C=1NC(=NN1)C1CC2(CN(C2)C(=O)N2CC3(C2)CC(C3)NS(=O)(=O)CC(C)(C)C)C1